C1N(CC12CCNCC2)C2=NC=NC=C2OC2=C(C(=O)N(C(C)C)CC)C=C(C=C2)F 2-[(4-{2,7-diazaspiro[3.5]nonan-2-yl}pyrimidin-5-yl)oxy]-N-ethyl-5-fluoro-N-isopropylbenzamide